6-methyl-4-[(1-methylcyclopropyl)amino]-N-(1-phenylethyl)furo[2,3-d]pyrimidine-5-carboxamide CC1=C(C2=C(N=CN=C2NC2(CC2)C)O1)C(=O)NC(C)C1=CC=CC=C1